O[C@@H](CN(C(OC(C)(C)C)=O)C1COC2(C1)CCNCC2)COC2=CC(=CC=C2)S(NC)(=O)=O tert-butyl ((S)-2-hydroxy-3-(3-(N-methylsulfamoyl)phenoxy)propyl)(1-oxa-8-azaspiro[4.5]decan-3-yl)carbamate